C1(=CC=CC=C1)C(=C)N1C=CC2=CC=CC=C12 1-(1-phenylvinyl)-1H-indole